C(C)(C)(C)C1=NOC(=N1)C(=O)NCC1=C(C(=C(C=C1)C1=NC=NN2C1=CC(=C2)C=2C=NN(C2)C)F)OC 3-(tert-butyl)-N-(3-fluoro-2-methoxy-4-(6-(1-methyl-1H-pyrazol-4-yl)pyrrolo[2,1-f][1,2,4]triazin-4-yl)benzyl)-1,2,4-oxadiazole-5-carboxamide